7-((5-(4-hydroxypiperidin-1-yl)pyridin-2-yl)amino)-4-(6,7,8,9-tetrahydro-5H-imidazo[1,2-a]azepin-3-yl)isoindolin-1-one OC1CCN(CC1)C=1C=CC(=NC1)NC=1C=CC(=C2CNC(C12)=O)C1=CN=C2N1CCCCC2